ClC1=CN=C2C(=N1)N(N=C2)COCC[Si](C)(C)C 6-chloro-1-((2-(trimethylsilyl)ethoxy)methyl)-1H-pyrazolo[3,4-b]pyrazine